2,7-Dimethyl-3-[2-(trifluoromethyl)pyrimidin-4-yl]-4,5,6,7-tetrahydropyrazolo[3,4-c]pyridine CN1N=C2C(NCCC2=C1C1=NC(=NC=C1)C(F)(F)F)C